N~2~-[cis-1-(ethylcarbamoyl)-2-({[cis-4-phenylcyclohexyl]oxy}methyl)piperidin-3-yl]-N~1~,N~1~-dimethylethanediamide C(C)NC(=O)N1[C@H]([C@H](CCC1)NC(C(=O)N(C)C)=O)CO[C@@H]1CC[C@@H](CC1)C1=CC=CC=C1